O=C1NC(CCC1C=1C=C(CN(C2CCN(CC2)C=2C=CC3=C(N(C(=N3)NC(C3=CC(=CC=C3)C(F)(F)F)=O)C3CCC(CC3)CO)C2)C)C=CC1)=O N-(6-(4-((3-(2,6-dioxopiperidin-3-yl)benzyl)(methyl)amino)piperidin-1-yl)-1-((1s,4s)-4-(hydroxymethyl)cyclohexyl)-1H-benzo[d]imidazol-2-yl)-3-(trifluoromethyl)benzamide